C(C)(C)C1=CC=C(C=C1)[C@H](C1=CC=CC=C1)C1(CCCC1)C(=O)N ((s)-(4-isopropylphenyl)(phenyl)methyl)cyclopentane-1-carboxamide